ethyl 2-[8-chloro-9-ethoxy-2-methyl-5-oxo-5H,10H-benzo[b]1,8-naphthyridin-10-yl]acetate ClC=1C=CC2=C(N(C=3N=C(C=CC3C2=O)C)CC(=O)OCC)C1OCC